6-(2,6-Diisopropylphenylimino)propyl-2-propionylpyridin C(C)(C)C1=C(C(=CC=C1)C(C)C)N=CCCC1=CC=CC(=N1)C(CC)=O